ClC1=C(CSC=2N(C(=NN2)CC2=CC=CC=3C4=CC=CC=C4NC23)C2=CC=CC=C2)C(=CC=C1)F ((5-((2-chloro-6-fluorobenzyl)thio)-4-phenyl-4H-1,2,4-triazol-3-yl)methyl)-9H-carbazole